N,N'-dimethylol-N,N'-methylenediacetamide C(O)N(C(C)=O)CN(C(C)=O)CO